O=C1NC(CCC1N1C(C2=CC=C(C=C2C1)C#CCCN1CCN(CC1)C1CCN(CC1)C1=NC=C(C(=O)N2CCC(CC2)CCCCNC(\C=C\C=2C=NC=CC2)=O)C=C1)=O)=O (E)-N-(4-(1-(6-(4-(4-(4-(2-(2,6-dioxopiperidin-3-yl)-1-oxoisoindolin-5-yl)but-3-yn-1-yl)piperazin-1-yl)piperidin-1-yl)nicotinoyl)piperidin-4-yl)butyl)-3-(pyridin-3-yl)acrylamide